C(#C)C=1C(=C(N)C=CC1F)F 3-ethynyl-2,4-difluoroaniline